BrC1=CC(=CC=2N(C=NC21)CC2=CC=C(C=C2)OC)OC 4-bromo-6-methoxy-1-(4-methoxybenzyl)-1H-benzo[d]imidazole